NC1=CC=C(C=C1)N1CCC(CC1)N1CCC(CC1)C(=O)N[C@@H]1CC[C@H](CC1)NC1=NC=C(C(=N1)C=1C=C(C=CC1)C1=CC=C(C=C1)F)Cl trans-1'-(4-aminophenyl)-N-(4-((5-chloro-4-(4'-fluoro-[1,1'-biphenyl]-3-yl)pyrimidin-2-yl)amino)cyclohexyl)-[1,4'-bipiperidine]-4-carboxamide